((azetidin-3-ylthio)methyl)-8-methylquinazolin-4(3H)-one hydrochloride Cl.N1CC(C1)SCC1=NC2=C(C=CC=C2C(N1)=O)C